CC1=C(C=NC=C1)C1=CC(=NC2=C(N=CC=C12)C1=CC=NN1)N1CCOCC1 4-(4-methylpyridin-3-yl)-2-(morpholin-4-yl)-8-(1H-pyrazol-5-yl)-1,7-naphthyridine